sulphohydroxypropyl-dimethyl-ammonium S(=O)(=O)(O)[N+](C)(C)CCCO